2-chloro-6-hydroxynicotinic acid ClC1=C(C(=O)O)C=CC(=N1)O